8-(2,5-dimethylpyrazol-3-yl)-5-[(5-fluoro-3-oxo-benzofuran-4-yl)methylamino]imidazo[1,2-c]pyrimidine-2-carbonitrile CN1N=C(C=C1C=1C=2N(C(=NC1)NCC1=C(C=CC3=C1C(CO3)=O)F)C=C(N2)C#N)C